4-ethyl-5,5-difluoro-1,3-dioxolane-2-one C(C)C1OC(OC1(F)F)=O